nickel-cobalt-iron oxide [O-2].[Fe+2].[Co+2].[Ni+2].[O-2].[O-2]